(triethoxysilylpropyl)diethylamine C(C)O[Si](OCC)(OCC)CCCN(CC)CC